ClC1=CC(=C(C=C1)CN)OC (4-chloro-2-methoxyphenyl)methan-amine